2-chloro-4-((tetrahydro-2H-pyran-4-yl)amino)pyrimidine-5-carboxylic acid ethyl ester C(C)OC(=O)C=1C(=NC(=NC1)Cl)NC1CCOCC1